N-(2-ethoxy-6-methyl-5,6,7,8-tetrahydro-1,6-naphthyridin-3-yl)-8-(7-oxa-2-azaspiro[3.5]non-2-yl)pyrido[3,4-d]pyrimidin-2-amine C(C)OC1=NC=2CCN(CC2C=C1NC=1N=CC2=C(N1)C(=NC=C2)N2CC1(C2)CCOCC1)C